N-Fmoc-asparagine C(=O)(OCC1C2=CC=CC=C2C2=CC=CC=C12)N[C@@H](CC(N)=O)C(=O)O